C(C=C)(=O)NNC(CN(S(=O)(=O)C)C1CCN(CC1)C(C)C1=CC=CC2=CC=CC=C12)=O N-(2-(2-acryloylhydrazineyl)-2-oxoethyl)-N-(1-(1-(naphthalen-1-yl)ethyl)piperidin-4-yl)methanesulfonamide